trichloro-fluoro-ethylene ClC(=C(F)Cl)Cl